COC1=CC=C(C=C1)C1=NC2=CC=CC=C2C(=C1)NC1CC(C1)N N1-(2-(4-methoxyphenyl)quinolin-4-yl)cyclobutane-1,3-diamine